NC1=NC=2C(=CC(=CC2C=2N1N=C(N2)CNCC2=CC=C(C=C2)[C@@](C(F)(F)F)(C)O)F)OC |o1:23| (R or S)-2-(4-((((5-amino-9-fluoro-7-methoxy-[1,2,4]triazolo[1,5-c]quinazolin-2-yl)methyl)amino)methyl)phenyl)-1,1,1-trifluoropropan-2-ol